C(C=C)(=O)N1CC(C1)CN1C(C(N(C2=CC(=C(C=C12)Cl)C1=CC(=CC2=CC=CC=C12)O)CCN(C)C)=O)=O 1-((1-acryloylazetidin-3-yl)methyl)-7-chloro-4-(2-(dimethylamino)ethyl)-6-(3-hydroxynaphthalen-1-yl)quinoxaline-2,3(1H,4H)-dione